9-(6-((4-mercaptophenyl)(methyl)amino)pyridin-3-yl)-6,7-dimethoxynaphtho[2,3]furan SC1=CC=C(C=C1)N(C1=CC=C(C=N1)C1=C2C=C(C(=CC2=CC=2C=COC21)OC)OC)C